OC(CC(=O)O)CCCCC β-hydroxy-octanoic acid